C(=O)(O)OC(=O)OC(=O)O.C(C=C)C(C(CO)(CO)CO)C allyl-trimethylolpropane tricarbonate